BrC=1N=C(C=2N(C1)C(=C(N2)C)C(=O)OCC)Br ethyl 6,8-dibromo-2-methylimidazo[1,2-a]pyrazine-3-carboxylate